CC1(COB(OC1)C=1C=CC2=C(N(C(CS2)=O)C)C1)C 6-(5,5-Dimethyl-1,3,2-dioxaborinan-2-yl)-4-methyl-2H-1,4-benzothiazin-3(4H)-one